C(C1=CC=CC=C1)OC1=CC=C2C(C(OCC2=C1)C=1C=C2CCCC2=CC1)C1=CC=C(C=C1)Br 7-benzyloxy-4-(4-bromophenyl)-3-indan-5-yl-isochromane